CN(C1=CC=C(C=C1)C12CCC(CC1)(CC2)CN(C(=O)C2CCOCC2)C=2C=C(C=CC2)/C=C/C(=O)OC)C methyl (E)-3-(3-(N-((4-(4-(dimethylamino)phenyl) bicyclo[2.2.2]octan-1-yl)methyl)tetrahydro-2H-pyran-4-carboxamido)phenyl)acrylate